O1C(CCCC1)N1N=CC=CC1=O (tetrahydro-2H-pyran-2-yl)pyridazin-3(2H)-one